SCCC1=C(C(=C(C=C1)CCS)CCS)CCS 1,2,3,4-tetrakis(mercaptoethyl)benzene